methyl-3-amino-N,6-bis(4-(methylsulfonyl)phenyl)pyrazine-2-carboxamide CC=1N=C(C(=NC1C1=CC=C(C=C1)S(=O)(=O)C)C(=O)NC1=CC=C(C=C1)S(=O)(=O)C)N